C1(CC1)OC1=C(C=CC=C1)C1=C(C=NC=C1)C1(CC1)NCC1=CC(=NC=C1SC)C 1-[4-(2-cyclopropoxyphenyl)pyridin-3-yl]-N-{1-[2-methyl-5-(methylsulfanyl)pyridin-4-yl]methyl}cyclopropan-1-amine